(4-hydroxypentyl)-1H-imidazole OC(CCCN1C=NC=C1)C